CC1=CC=C(C=C1)S(=O)(=O)ON=C1CCCCC1 4-((p-toluenesulfonyloxy)imino)cyclohexane